ClC=1N=C(C2=C(N1)N(CC2)C(=O)OC(C)(C)C)OCC2=CC=C(C=C2)OC tert-butyl 2-chloro-4-((4-methoxybenzyl) oxy)-5,6-dihydro-7H-pyrrolo[2,3-d]pyrimidine-7-carboxylate